2-hydroxy-2-(1-(2-methoxyphenyl)cyclopropyl)acetic acid ethyl ester C(C)OC(C(C1(CC1)C1=C(C=CC=C1)OC)O)=O